N1-(2,4-Dimethoxybenzyl)-N5-((4-(3-(trifluoromethyl)-5,6-dihydro-[1,2,4]triazolo[4,3-a]pyrazin-7(8H)-yl)thiophen-2-yl)methyl)isoquinoline-1,5-diamine COC1=C(CNC2=NC=CC=3C(=CC=CC23)NCC=2SC=C(C2)N2CC=3N(CC2)C(=NN3)C(F)(F)F)C=CC(=C1)OC